lithium nickel-nickel manganese [Mn].[Ni].[Ni].[Li]